5-((1-isobutyrylpiperidin-4-yl)methoxy)-2-(isoindolin-2-ylmethyl)-4H-pyran-4-one C(C(C)C)(=O)N1CCC(CC1)COC=1C(C=C(OC1)CN1CC2=CC=CC=C2C1)=O